(3-(3-Ethyl-1H-pyrrolo[2,3-b]pyridin-5-yl)-5-methylphenyl)dimethylphosphine oxide C(C)C1=CNC2=NC=C(C=C21)C=2C=C(C=C(C2)C)P(C)(C)=O